N-(3-Ethoxy-5-{6-[2-(7-fluoro-4-methoxy-2-methyl-indol-1-yl)-ethylamino]-pyrimidin-4-yl}-thiophen-2-yl)-3-hydroxy-propionamide C(C)OC1=C(SC(=C1)C1=NC=NC(=C1)NCCN1C(=CC2=C(C=CC(=C12)F)OC)C)NC(CCO)=O